2,5,6-Trimethyl-3-ethyl-4-isobutoxy-phenol CC1=C(C(=C(C(=C1CC)OCC(C)C)C)C)O